(S)-4-{3-(4-Fluorophenyl)-1-[(3S)-1-(methanesulfonyl)pyrrolidin-3-yl]-1H-pyrazol-4-yl}-6-phenylfuro[2,3-d]pyrimidine FC1=CC=C(C=C1)C1=NN(C=C1C=1C2=C(N=CN1)OC(=C2)C2=CC=CC=C2)[C@@H]2CN(CC2)S(=O)(=O)C